C1(CCCC1)C(=O)N([C@@H](CC(C)C)C(=O)O)NC(CCC1=CC=CC=C1)=O (S)-N-(cyclopentylformyl)phenylpropionamido-D-leucine